COC(CC1(C(N(C2=CC=CC=C12)C(=O)OC(C)(C)C)=O)C)=O tert-butyl 3-(2-methoxy-2-oxoethyl)-3-methyl-2-oxoindoline-1-carboxylate